C(CP(C)C)P(C)C ethylenebis(dimethylphosphine)